C(C)(C)(C)OC(=O)N[C@@H](CCCCNC(=O)OC(C)(C)C)C(=O)N[C@@H](CCC(=O)ON1C(CCC1=O)=O)C(=O)ON1C(CCC1=O)=O bis(2,5-dioxopyrrolidin-1-yl) N2,N6-bis(tert-butoxycarbonyl)-L-lysyl-L-glutamate